ethyl 6-bromo-3-(2-cyanoacetamido)picolinate BrC1=CC=C(C(=N1)C(=O)OCC)NC(CC#N)=O